(S or R)-N-((3-(2-(5-fluoro-thiophen-2-yl)ethyl)-1-(2-(6-methylpyridin-3-yl)propan-2-yl)pyrrolidin-3-yl)methyl)propane-2-sulfonamide citrate C(CC(O)(C(=O)O)CC(=O)O)(=O)O.FC1=CC=C(S1)CC[C@]1(CN(CC1)C(C)(C)C=1C=NC(=CC1)C)CNS(=O)(=O)C(C)C |o1:21|